tert-butyl 2-acetyl-3-chloro-4,6,7,8-tetrahydropyrazolo[1,5-a][1,4]diazepine-5-carboxylate C(C)(=O)C1=NN2C(CN(CCC2)C(=O)OC(C)(C)C)=C1Cl